[C].C(CCC)S 1-butanethiol carbon